N,N'-dibenzoyl-hydrazine C(C1=CC=CC=C1)(=O)NNC(C1=CC=CC=C1)=O